N=1C=CN2C1C=C(C=C2)C(C)=O 1-imidazo[1,2-a]pyridin-7-yl-ethanone